4-(2-Cyanopropan-2-yl)-N-(6-(7-(methylamino)-1,6-naphthyridin-3-yl)pyridazin-4-yl)picolinamide C(#N)C(C)(C)C1=CC(=NC=C1)C(=O)NC1=CN=NC(=C1)C=1C=NC2=CC(=NC=C2C1)NC